tert-butyl-((4-(6-oxo-1-(tetrahydro-2H-pyran-4-yl)-1,6-dihydropyridin-3-yl) pyrimidin-2-yl) ethynyl) piperidine-1-carboxylate N1(CCCCC1)C(=O)OC#CC1=NC=C(C(=N1)C1=CN(C(C=C1)=O)C1CCOCC1)C(C)(C)C